2-cyclopropyl-5-(3-cyclopropylpyrazolo[1,5-a]pyrimidin-5-yl)-7H-pyrrolo[2,3-d]pyrimidine C1(CC1)C=1N=CC2=C(N1)NC=C2C2=NC=1N(C=C2)N=CC1C1CC1